FC=1C=C(C=C2C(C(N(C12)C)=O)=O)B1OC(C(O1)(C)C)(C)C 7-fluoro-1-methyl-5-(4,4,5,5-tetramethyl-1,3,2-dioxaborolan-2-yl)-2,3-dihydro-1H-indole-2,3-dione